3,3-Bis(p-hydroxyphenyl)phthalide methyl-(R)-5-(4-(1-aminoethyl)quinolin-2-yl)-1H-pyrrole-3-carboxylate COC(=O)C1=CNC(=C1)C1=NC2=CC=CC=C2C(=C1)[C@@H](C)N.OC1=CC=C(C=C1)C1(OC(=O)C2=CC=CC=C12)C1=CC=C(C=C1)O